3-[5-chloro-2-(8-chloro-4-oxo-chromen-2-yl)-4-methoxy-phenoxy]propanoic acid ClC=1C(=CC(=C(OCCC(=O)O)C1)C=1OC2=C(C=CC=C2C(C1)=O)Cl)OC